3-(tetrahydrofuran-3-yl)-1H-pyrazole O1CC(CC1)C1=NNC=C1